BrC=1C(=C(C(=C(C=O)C1)O)O)C 5-bromo-2,3-dihydroxy-4-methylbenzaldehyde